FC1(CN(CCC1)CC1=CC=C(C=C1)[N+](=O)[O-])C 3-Fluoro-3-methyl-1-(4-nitrobenzyl)piperidine